FC(C1=CN(C=2C=NNC(C21)=O)C(COCCC(N2CCN(CC2)C2=NC=C(C=N2)C(F)(F)F)=O)C)F 3-(difluoromethyl)-1-(1-(3-oxo-3-(4-(5-(trifluoromethyl)pyrimidin-2-yl)piperazin-1-yl)propoxy)propan-2-yl)-1,5-dihydro-4H-pyrrolo[2,3-d]pyridazin-4-one